1-[(2R,4S,5R)-4-hydroxy-5-(hydroxymethyl)oxolan-2-yl]-5-iodopyrimidin-2-one O[C@H]1C[C@@H](O[C@@H]1CO)N1C(N=CC(=C1)I)=O